CNC1=CC(=C2C(=N1)C=C(S2)C2=CC=NN2)NCCCO 3-(5-(methylamino)-2-(1H-pyrazol-5-yl)thieno[3,2-b]pyridin-7-ylamino)-1-propanol